FC=1C=C2C(=NC1)NC=C2C=2N=C(C1=C(N2)N(C=C1)CCCCCCCCC)NC1C(C2CCC1CC2)C(=O)O (+/-)-trans-3-((2-(5-fluoro-1H-pyrrolo[2,3-b]pyridin-3-yl)-7-nonyl-7H-pyrrolo[2,3-d]pyrimidin-4-yl)amino)bicyclo[2.2.2]octane-2-carboxylic acid